C1(CC1)C1=NC(=CC(=C1)C1=C(C=C(C#N)C=C1)C1=NNC=C1C)N1C(C2=C(C(=C1)C1CC1)C=C(N2)CN2[C@@H]1CN[C@H](C2)C1)=O 4-[2-cyclopropyl-6-[4-cyclopropyl-2-[[(1S,4S)-2,5-diazabicyclo[2.2.1]-heptan-2-yl]methyl]-7-oxo-1H-pyrrolo[2,3-c]pyridin-6-yl]pyridin-4-yl]-3-(4-methyl-1H-pyrazol-3-yl)benzonitrile